C(CS(=O)(=O)ONCCCCCCCCCCCCCCCC)S(=O)(=O)ONCCCCCCCCCCCCCCCC.[Na] sodium 1,2-bis(hexadecylamino) ethane-1,2-disulfonate